2-(2-Fluoro-5-(2-(4-fluoro-2-methylphenoxy)-5-(trifluoromethyl)benzamido)phenyl)pyrrolidine-1-carboxylic acid FC1=C(C=C(C=C1)NC(C1=C(C=CC(=C1)C(F)(F)F)OC1=C(C=C(C=C1)F)C)=O)C1N(CCC1)C(=O)O